C(C)(C)(C)C1=C(C2=C(N=CN=C2OC2=C(C=CC=C2F)F)S1)C1=CC=C(C=C1)Cl 6-tert-butyl-5-(4-chlorophenyl)-4-(2,6-difluorophenoxy)thieno[2,3-d]pyrimidine